C(C)(C)(C)OC(N[C@@H]1C2=CC=CC=C2C2(CC2)C12CCN(CC2)C2=NC(=CC(=N2)C#N)C)=O (S)-(1''-(4-cyano-6-methylpyrimidin-2-yl)-3'H-dispiro[cyclopropane-1,1'-indene-2',4''-piperidin]-3'-yl)carbamic acid tert-butyl ester